NC=1C(=NC(=C(N1)N)Cl)C(=O)NC(NCCCCC1=CC=C(C=C1)C1=C(C=C(C=C1)CCCN)Cl)=N 3,5-diamino-N-(N-(4-(4'-(3-aminopropyl)-2'-chloro-[1,1'-biphenyl]-4-yl)butyl)carbamimidoyl)-6-chloropyrazine-2-carboxamide